NCC(=O)OC(C(=O)[O-])CCC [(2-aminoacetyl)oxy]pentanoate